C(CCCCCC)CO[Si](OC)(OC)CCC heptyl-propyltrimethoxysilane